N,N'-dibenzyl-5-oxanonylenediamine C(C1=CC=CC=C1)NCCCCOCCCCNCC1=CC=CC=C1